OC1=CC=C(C=C1)CCC1=CC(=C(C=C1)O)OC 4-(4-hydroxyphenylethyl)-2-methoxyphenol